C(#N)C1=C(C=CC=C1)[C@H](CC)C=1C=NN(C1)CC1CC1 (1S,2S)-1-(2-cyanophenyl)-1-(1-(cyclopropylmethyl)-1H-pyrazol-4-yl)propan